BrC1=CC=2OCCC3N(C2N=C1)CCN(C3)C(CCOCCC)=O 1-(3-(3-bromo-6,7,7a,8,10,11-hexahydro-9H-pyrazino[1,2-d]pyrido[3,2-b][1,4]oxazepin-9-yl)-3-oxopropoxy)propan